ClC(Cl)(Cl)OC(NC1=CC(=CC=C1)C(F)(F)F)=O (3-(trifluoromethyl)phenyl)carbamic acid trichloromethyl ester